ClC=1N=CC=2C3=C(C=C(C2C1)S(=O)(=O)NCC(C)(C)F)C(CC3)NN 3-chloro-N-(2-fluoro-2-methyl-propyl)-7-hydrazino-8,9-dihydro-7H-cyclopenta[h]isoquinoline-5-sulfonamide